4-phenoxy-1-(1-phenylcyclopentanecarbonyl)piperidine O(C1=CC=CC=C1)C1CCN(CC1)C(=O)C1(CCCC1)C1=CC=CC=C1